N[C@@]1(CN(CC1)C1=C(C=NC=C1C1=NC2=C(N1C)C=CC=C2F)C=2C=C(C#N)C=CC2)C 3-{4-[(3S)-3-Amino-3-methylpyrrolidin-1-yl]-5-(4-fluoro-1-methyl-1H-1,3-benzodiazol-2-yl)pyridin-3-yl}benzonitril